4-isobutylphenyl-propionic acid C(C(C)C)C1=CC=C(C=C1)C(C(=O)O)C